2-Chloro-N-{2-[4-(difluoromethyl)-1,3-thiazol-5-yl]-2-{4-[(5-fluoro-2,6-dimethylpyrimidin-4-yl)oxy]piperidin-1-yl}ethyl}-6-fluorobenzamide ClC1=C(C(=O)NCC(N2CCC(CC2)OC2=NC(=NC(=C2F)C)C)C2=C(N=CS2)C(F)F)C(=CC=C1)F